1-(Benzylthio)-3-bromo-2-methylbenzene C(C1=CC=CC=C1)SC1=C(C(=CC=C1)Br)C